C([C@H](C(=O)O)N)SSC[C@H](C(=O)O)N d-Cystine